4-((7-(4-(4-((5-chloro-4-((2-(dimethylphosphoryl)phenyl)amino)pyrimidin-2-yl)amino)-3-methoxyphenyl)piperazin-1-yl)-7-oxoheptyl)oxy)-2-(2,6-dioxopiperidin-3-yl)isoindoline-1,3-dione ClC=1C(=NC(=NC1)NC1=C(C=C(C=C1)N1CCN(CC1)C(CCCCCCOC1=C2C(N(C(C2=CC=C1)=O)C1C(NC(CC1)=O)=O)=O)=O)OC)NC1=C(C=CC=C1)P(=O)(C)C